C(C1CO1)C(C(CC1CO1)(CC1CO1)CC1CO1)CC(CCC)(N)N tetraglycidyl-diaminoheptane